2-(Difluoromethyl)-4-(3-(5-fluoropyridin-2-yl)-1-methyl-1H-pyrazol-4-yl)-1H-pyrrolo[2,3-b]pyridine FC(C1=CC=2C(=NC=CC2C=2C(=NN(C2)C)C2=NC=C(C=C2)F)N1)F